(2S,4R)-1-[(2S)-2-[4-[(cyclopropylsulfonylamino)methyl]triazol-1-yl]-3,3-dimethyl-butanoyl]-4-hydroxy-N-methyl-pyrrolidine-2-carboxamide C1(CC1)S(=O)(=O)NCC=1N=NN(C1)[C@H](C(=O)N1[C@@H](C[C@H](C1)O)C(=O)NC)C(C)(C)C